2-(3-methylisoxazol-5-yl)-N-(5-((1R,3S)-3-((6-methylpyridin-3-yl)oxy)cyclopentyl)-1H-pyrazol-3-yl)acetamide CC1=NOC(=C1)CC(=O)NC1=NNC(=C1)[C@H]1C[C@H](CC1)OC=1C=NC(=CC1)C